COCC1=CC=CC(=N1)CN1N=NC(=C1)C1=CC(=NC(=N1)NC(=O)C1OCCCC1)C=1C=C(C#N)C=CC1 m-[6-(1-{[6-(methoxymethyl)-2-pyridinyl]methyl}-1H-1,2,3-triazol-4-yl)-2-[(tetrahydro-2H-pyran-2-yl)carbonylamino]-4-pyrimidinyl]benzonitrile